CN1CCC(CC1)NC(=O)C1=NNC2=CC=C(C=C12)C1=NC=CC(=C1)NC(C=C)=O N-(1-methylpiperidin-4-yl)-5-[4-(prop-2-enamido)pyridin-2-yl]-1H-indazole-3-carboxamide